C(C1=CC=CC=C1)NN1C=NC2=C1C=C(C=C2C(=O)O)C2=C(C=C(C=C2)C)Cl (benzylamino)-6-(2-chloro-4-methylphenyl)-1H-benzo[d]Imidazole-4-carboxylic acid